rel-1-[(3'S)-5'-fluoro-3'H-spiro[cyclopropane-1,2'-furo[3,2-b]pyridin]-3'-yl]methylamine FC1=CC=C2C(=N1)[C@@H](C1(O2)CC1)CN |o1:7|